monosodium glutamate diacetate C(CN([C@@H](CCC(=O)O)C(=O)[O-])CC(=O)O)(=O)O.[Na+]